N'-ethyl-N,N-dibenzylaminopropylamine C(C)N(N(NCC1=CC=CC=C1)CCC)CC1=CC=CC=C1